[Si](C)(C)(C(C)(C)C)OC[C@H]1NCC1 (S)-2-(((tert-butyldimethylsilyl)oxy)methyl)azetidine